FC1(CC(C1)CN1N=CC(=C1)C1=NC2=C(C(=CC=C2N=C1)OC1=CC2=C(N=C(S2)C)C=C1)C=1C(OC(C1)(C)C)(C)C)F 2-{1-[(3,3-difluorocyclobutyl)methyl]-1H-pyrazol-4-yl}-7-[(2-methyl-1H-1,3-benzothiazol-6-yl)oxy]-8-(2,2,5,5-tetramethyl-2,5-dihydrofuran-3-yl)quinoxaline